ClC=1C(=C(C=CC1Cl)NC1=NC=NC2=CC(=C(C=C12)[N+](=O)[O-])C#C[C@]12CN(C[C@@H]2C1)C)F N-(3,4-dichloro-2-fluoro-phenyl)-7-[2-[(1S,5R)-3-methyl-3-azabicyclo[3.1.0]hexan-1-yl]ethynyl]-6-nitro-quinazolin-4-amine